1-benzyl-5-(3-bromopyrazolo[1,5-a]pyrimidin-5-yl)-4,5,6,7-tetrahydro-1H-imidazo[4,5-C]pyridine C(C1=CC=CC=C1)N1C=NC=2CN(CCC21)C2=NC=1N(C=C2)N=CC1Br